1-methyl-4-oxo-1H,4H,5H,6H-cyclopenta[d]imidazole-5-carboxylic acid methyl ester COC(=O)C1C(C2=C(N(C=N2)C)C1)=O